3-methyl-2,3-pentanediol CC(C(C)O)(CC)O